[6-[[3-(difluoromethyl)-5-methyl-pyrazol-1-yl]methyl]-2-azaspiro[3.3]heptan-2-yl]-[6-[3-(trifluoromethyl)-1,2,4-triazol-1-yl]-2-azaspiro[3.3]heptan-2-yl]methanone FC(C1=NN(C(=C1)C)CC1CC2(CN(C2)C(=O)N2CC3(C2)CC(C3)N3N=C(N=C3)C(F)(F)F)C1)F